C1CCC=2C=CCC(C12)=O indan-7-one